propylene glycol monon-butyl ether C(CCC)OCC(C)O